FC(CN1N=CC2=CC=C(C(=C12)OC)N)F (2,2-difluoroethyl)-7-methoxy-1H-indazol-6-amine